NC1=CC2=C(N(C(N2CCC(C)(C)O)=O)C([2H])([2H])[2H])C=C1 5-amino-3-(3-hydroxy-3-methyl-butyl)-1-(trideuteriomethyl)benzimidazol-2-one